FCCCN1C[C@H](CC1)NC1=CC(=C(C=C1)[C@H]1N([C@@H](CC2=C1NC1=CC=CC=C21)C)CC(F)(F)F)OC(F)(F)F (S)-1-(3-Fluoropropyl)-N-(4-((1R,3R)-3-methyl-2-(2,2,2-trifluoroethyl)-2,3,4,9-Tetrahydro-1H-pyrido[3,4-b]indol-1-yl)-3-(trifluoromethoxy)phenyl)pyrrolidin-3-amine